1-[1-[3-[(2,2-Difluoro-1,3-benzodioxol-5-yl)-methyl-carbamoyl]phenyl]-3-(trifluoromethyl)-6,7-dihydro-4H-pyrano[4,3-c]pyrazol-7-yl]-6-oxo-pyridin FC1(OC2=C(O1)C=CC(=C2)N(C(=O)C=2C=C(C=CC2)N2N=C(C1=C2C(COC1)N1C=CC=CC1=O)C(F)(F)F)C)F